Cl.COC(=O)C1=CC=C2C(=CNC2=C1)C[C@@H](C)N (R)-3-(2-aminopropyl)-1H-indole-6-carboxylic acid methyl ester, hydrochloride